C(C)C1N(CCC1)CCC1=CC(=C(C(=C1)O)N1CC(NS1(=O)=O)=O)F 5-(4-(2-(2-ethylpyrrolidin-1-yl)ethyl)-2-fluoro-6-hydroxyphenyl)-1,2,5-thiadiazolidin-3-one 1,1-dioxide